C(#N)C1=CC(=NC(=C1)C)N1CCC2(CC1)[C@@H](C1=CC=CC=C1C2)N[S@](=O)C(C)(C)C (R)-N-((S)-1'-(4-cyano-6-methylpyridin-2-yl)-1,3-dihydrospiro[inden-2,4'-piperidin]-1-yl)-2-methylpropan-2-sulfinamide